FC(OC1=C(C(=NN1C)C(F)(F)F)C1C(=NOC1(C)C)S(=O)(=O)C)F 5-(difluoromethoxy)-1-methyl-3-(trifluoromethyl)pyrazol-4-yl[methylsulfonyl]-5,5-dimethyl-4H-1,2-oxazole